OC1=CC=NC2=C(C=CC=C12)C(=O)[O-] 4-hydroxyquinoline-8-carboxylate